5-((6,7-dimethoxyquinolin-4-yl)oxy)pyrimidin-2-amine COC=1C=C2C(=CC=NC2=CC1OC)OC=1C=NC(=NC1)N